3-(7-methoxy-2,3-dihydrobenzofuran-5-yl)-5-(4-fluorophenyl)isoxazole COC1=CC(=CC=2CCOC21)C2=NOC(=C2)C2=CC=C(C=C2)F